(S)-N-(5-(2-(2-aminopyridin-3-yl)-5-(1H-pyrazol-1-yl)-3H-imidazo[4,5-b]pyridin-3-yl)-2,3-dihydro-1H-inden-1-yl)-4-ethyloxazole-2-carboxamide NC1=NC=CC=C1C1=NC=2C(=NC(=CC2)N2N=CC=C2)N1C=1C=C2CC[C@@H](C2=CC1)NC(=O)C=1OC=C(N1)CC